1-bromo-7,9-dodecadiene BrCCCCCCC=CC=CCC